(3-fluoro-4-((6-methoxy-7-((1-methylpiperidin-4-yl)methoxy)quinazolin-4-yl)amino)phenyl)pyrazine-2-carboxamide FC=1C=C(C=CC1NC1=NC=NC2=CC(=C(C=C12)OC)OCC1CCN(CC1)C)C=1C(=NC=CN1)C(=O)N